acetyl-L-glucosaminyl-L-asparagine C(C)(=O)N([C@@H](CC(N)=O)C(=O)O)C1[C@@H](N)[C@H](O)[C@@H](O)[C@@H](O1)CO